C(C)(=O)CC(=O)[O-].C(C)(=O)CC(=O)[O-].C(C)(=O)CC(=O)[O-].C(C)(=O)CC(=O)[O-].[Zr+4] zirconium tetra(acetyl acetate)